C(C)(=O)NCN[C@H](C(C)(C)S)C(=O)O acetamidomethyl-D-penicillamine